1-(((S)-oxetan-2-yl)methyl)-1H-imidazole-4-carboxylic acid ethyl ester C(C)OC(=O)C=1N=CN(C1)C[C@H]1OCC1